FC=1C=C(C=CC1F)N1C(CCC1(C)C1=NC2=C(N1[C@@H]1CC[C@H](CC1)OC)C=CC(=C2)C=2C(=NOC2C)C)=O 1-(3,4-difluorophenyl)-5-(5-(3,5-dimethylisoxazol-4-yl)-1-(trans-4-methoxycyclohexyl)-1H-benzo[d]imidazol-2-yl)-5-methylpyrrolidin-2-one